S-acetyl-mercaptosuccinic anhydride C(C)(=O)SC1C(=O)OC(C1)=O